methyl (S,E)-(1-((1-((6-(2-cyclohexylethyl)-7H-purin-8-yl)methyl)-2-oxo-1,2-dihydropyridin-3-yl)amino)-7-(dimethylamino)-1,7-dioxohept-5-en-2-yl)carbamate C1(CCCCC1)CCC1=C2NC(=NC2=NC=N1)CN1C(C(=CC=C1)NC([C@H](CC\C=C\C(=O)N(C)C)NC(OC)=O)=O)=O